cis-2-[8-dimethylamino-3-[(4-methoxyphenyl)-methyl]-2-oxo-8-phenyl-1,3-diazaspiro[4.5]decan-1-yl]-N-methyl-acetamide CN(C1(CCC2(CN(C(N2CC(=O)NC)=O)CC2=CC=C(C=C2)OC)CC1)C1=CC=CC=C1)C